C(C)(=O)C1=NN(C(N1C)=O)CCCC(=O)OC(C)(C)C tert-Butyl 4-(3-acetyl-4-methyl-5-oxo-4,5-dihydro-1H-1,2,4-triazol-1-yl)butanoate